3-isopropyl-6-methyl-8-(4,5,6,7-tetrahydrobenzo[d]thiazol-2-yl)quinazolin-4(3H)-one C(C)(C)N1C=NC2=C(C=C(C=C2C1=O)C)C=1SC2=C(N1)CCCC2